CN(CCCC(=O)OC(CCCCCCCC(=O)OC(CCCCCCCCCCCC)CCCCCCCCCCCC)CCCCCCC)C Pentacosan-13-Yl 9-((4-(Dimethylamino)Butanoyl)Oxy)Hexadecanoate